2-(2-methylpyridin-4-yl)-N-(piperidin-4-yl)benzo[d]imidazo[2,1-b]thiazole CC1=NC=CC(=C1)C=1N(C2SC3=C(N2C1)C=CC=C3)C3CCNCC3